IC1=NNC2=NC=C(C=C21)C(=O)OC Methyl 3-Iodo-1H-pyrazolo[3,4-b]pyridine-5-carboxylate